1-Butyl-3-methylimidazolium iodid [I-].C(CCC)N1C=[N+](C=C1)C